Methyl 6-(3-chloro-2-fluoro-6-(methylsulfinyl)phenyl)-3-methylpyrazine-2-carboxylate ClC=1C(=C(C(=CC1)S(=O)C)C1=CN=C(C(=N1)C(=O)OC)C)F